4,4'-(1,2-phenylenebis(azanylylidene))bis(1,1,1-trifluorobut-2-en-2-ol) C1(=C(C=CC=C1)N=CC=C(C(F)(F)F)O)N=CC=C(C(F)(F)F)O